3-(2-((6-acetylpyridin-3-yl)amino)-5-fluoropyrimidin-4-yl)-1H-indol C(C)(=O)C1=CC=C(C=N1)NC1=NC=C(C(=N1)C1=CNC2=CC=CC=C12)F